(E)-N-(4-methylpentan-2-yl)-3H-phenothiazin-3-imine CC(CC(C)/N=C/1\C=CC2=NC3=CC=CC=C3SC2=C1)C